FC(C=O)(C(C(C(C(F)(F)F)(F)F)(F)F)(F)F)F 2,2,3,3,4,4,5,5,6,6,6-Undecafluorohexanal